C([O-])([O-])=O.[Co+2].[Zn+2].C([O-])([O-])=O zinc-cobalt carbonate